8-((3S,4S)-3-Ethoxy-4-((5-isopropoxypyrazin-2-yl)oxy)piperidin-1-yl)-5-methyl-6-oxo-5,6-dihydro-1,5-naphthyridin-2-carbonitril C(C)O[C@H]1CN(CC[C@@H]1OC1=NC=C(N=C1)OC(C)C)C1=CC(N(C=2C=CC(=NC12)C#N)C)=O